3-amino-N-(4-(7-aminohept-1-yn-1-yl)-3-(hydroxymethyl)phenyl)propanamide NCCC(=O)NC1=CC(=C(C=C1)C#CCCCCCN)CO